3-methyl-7-[4-(trifluoromethoxy)phenyl]benzimidazole-5-carbonitrile CN1C=NC2=C1C=C(C=C2C2=CC=C(C=C2)OC(F)(F)F)C#N